3-{4-[5-(1-Acetylpiperidin-3-yl)-8-amino-3-methylimidazo[1,5-a]pyrazin-1-yl]naphthalen-1-yl}-1-[3-(trifluoromethyl)phenyl]urea C(C)(=O)N1CC(CCC1)C1=CN=C(C=2N1C(=NC2C2=CC=C(C1=CC=CC=C21)NC(NC2=CC(=CC=C2)C(F)(F)F)=O)C)N